N-(2-(2-(4-(2-(6,7-Dimethoxy-3,4-dihydroisoquinolin-2(1H)-yl)ethyl)phenyl)-2H-tetrazol-5-yl)-4,5-dimethoxyphenyl)-4-oxo-6-(pyridin-4-yl)-4H-chromene-2-carboxamide COC=1C=C2CCN(CC2=CC1OC)CCC1=CC=C(C=C1)N1N=C(N=N1)C1=C(C=C(C(=C1)OC)OC)NC(=O)C=1OC2=CC=C(C=C2C(C1)=O)C1=CC=NC=C1